N(=[N+]=[N-])CC1CCN(CC1)CC1=CC(=C(C=C1)OCC(C)C)Cl 4-(Azidomethyl)-1-(3-chloro-4-isobutoxyphenylmethyl)piperidine